C(C(=C)C)(=O)[O-].COCCCN1C=[N+](C=C1)CCCOC 1,3-bis(3-methoxypropyl)imidazolium methacrylate